dodecafluoro-1,6-diiodohexane FC(C(C(C(C(C(I)(F)F)(F)F)(F)F)(F)F)(F)F)(I)F